The molecule is a hydroxyaurone that is aurone substituted by hydroxy groups at positions 6, 7, 3' and 4' respectively. It has a role as a radical scavenger and a plant metabolite. It derives from an aurone. C1=CC(=C(C=C1/C=C\\2/C(=O)C3=C(O2)C(=C(C=C3)O)O)O)O